C1(CC1)C=1C(=CC2=CN(N=C2C1)C1CCC(CC1)CO)NC(=O)C1=NC(=CC=C1)C(F)(F)F N-[6-cyclopropyl-2-[4-(hydroxymethyl)cyclohexyl]indazol-5-yl]-6-(trifluoromethyl)pyridine-2-carboxamide